(5S,6S,9R)-5-AMINO-6-(2,3-DIFLUOROPHENYL)-6,7,8,9-TETRAHYDRO-5H-CYCLOHEPTA[B]PYRIDIN-9-YL 4-(2-OXO-2,3-DIHYDRO-1H-IMIDAZO[4,5-B]PYRIDIN-1-YL)-1-PIPERIDINECARBOXYLATE HEMISULFATE S(=O)(=O)(O)O.O=C1N(C=2C(=NC=CC2)N1)C1CCN(CC1)C(=O)O[C@@H]1CC[C@H]([C@@H](C=2C1=NC=CC2)N)C2=C(C(=CC=C2)F)F.N[C@H]2[C@@H](CC[C@H](C1=NC=CC=C12)OC(=O)N1CCC(CC1)N1C(NC2=NC=CC=C21)=O)C2=C(C(=CC=C2)F)F